FC=1C=C(C2=C(C(=C(O2)\C=N/[S@@](=O)C(C)(C)C)C)C1)F (S,Z)-N-((5,7-difluoro-3-methylbenzofuran-2-yl)methylene)-2-methylpropane-2-sulfinamide